FC([C@@H](O)C1=CC(=C(C=C1)[N+](=O)[O-])F)(F)F (S)-2,2,2-trifluoro-1-(3-fluoro-4-nitrophenyl)ethan-1-ol